(4-chloro-2-hydroxy-phenyl)boric acid ClC1=CC(=C(C=C1)OB(O)O)O